(2R,3R,4R,5S)-5-((6-bromopyrazin-2-yl)amino)-2-(hydroxymethyl)tetrahydro-2H-pyran-3,4-diol BrC1=CN=CC(=N1)N[C@@H]1[C@H]([C@H]([C@H](OC1)CO)O)O